N-(5-(2-(5,6-dihydro-1,7-naphthyridin-7(8H)-yl)acetamido)-2-methylpyridin-3-yl)-2-(1-methyl-1H-pyrazol-4-yl)pyrazolo[5,1-b]thiazole-7-carboxamide N1=CC=CC=2CCN(CC12)CC(=O)NC=1C=C(C(=NC1)C)NC(=O)C=1C=NN2C1SC(=C2)C=2C=NN(C2)C